C(=O)(O)CN1CCN(CCN(CCN(CC1)CC1=C(C=CC(=C1)[N+](=O)[O-])O)CC(=O)O)CC1=[N+](C=CC=C1)[O-] 2-((4,10-bis(carboxymethyl)-7-(2-hydroxy-5-nitrobenzyl)-1,4,7,10-tetraazacyclododec-1-yl)methyl)pyridine 1-oxide